1-(3-(4-(bis(propylsulfanyl)methyl)-2-methoxyphenoxy)propyl)-4-((4-bromophenyl)sulfonyl)piperazine C(CC)SC(C1=CC(=C(OCCCN2CCN(CC2)S(=O)(=O)C2=CC=C(C=C2)Br)C=C1)OC)SCCC